C(C(C)C)P(C1=C(SC=C1P(CC(C)C)CC(C)C)C)CC(C)C 3,4-bis(diisobutylphosphino)-2-methylthiophene